C(C)(C)(C)OC(=O)N1CC(C(CC1)(O)CN1C=C(C(=CC1=O)C1=CC=CC=C1)C(=O)OCC)(C)C ethyl 1-((1-(tert-butoxycarbonyl)-4-hydroxy-3,3-dimethylpiperidin-4-yl) methyl)-6-oxo-4-phenyl-1,6-dihydropyridine-3-carboxylate